3-(3-(((R)-2-Ethyl-2,3-dihydrobenzo[f][1,4]oxazepin-4(5H)-yl)methyl)-4-methylphenyl)-3-(7-methoxy-1,4-dimethyl-1H-benzo[d][1,2,3]triazol-5-yl)propanoic acid, formic acid salt C(=O)O.C(C)[C@H]1OC2=C(CN(C1)CC=1C=C(C=CC1C)C(CC(=O)O)C1=C(C3=C(N(N=N3)C)C(=C1)OC)C)C=CC=C2